C(#N)C1=C(C=CC=2N1N=CC2S(=O)(=O)NC=2C(=NC(=C(C2)F)OCC(F)F)OC)C 7-cyano-N-[6-(2,2-difluoroethoxy)-5-fluoro-2-methoxy-3-pyridinyl]-6-methyl-pyrazolo[1,5-a]pyridine-3-sulfonamide